C(=O)(O)C(C)(C)NC1=CC(=C(C(=O)O)C=C1)F 4-(1-carboxyl-1-methyl-ethylamino)-2-fluoro-benzoic acid